trans-2-((4-(4-(4-Chlorophenyl)-5-ethoxy-4H-1,2,4-triazol-3-yl)cyclohexyl)oxy)pyridin ClC1=CC=C(C=C1)N1C(=NN=C1OCC)[C@@H]1CC[C@H](CC1)OC1=NC=CC=C1